C1N(CC2=CC=CC=C12)CC=1OC=C(C(C1)=O)OCC=1CCN(CC1)S(=O)(=O)C(C)C 2-(isoindolin-2-ylmethyl)-5-((1-(isopropylsulfonyl)-1,2,3,6-tetrahydropyridin-4-yl)methoxy)-4H-pyran-4-one